FC1=C(C=CC(=C1)F)C1=CC=C(C=C1)[C@H](CC(=O)OCC)NC(=O)NC=1C(N(C(=CC1O)C)C)=O Ethyl (S)-3-(2',4'-Difluorobiphenyl-4-yl)-3-(3-(4-hydroxy-1,6-dimethyl-2-oxo-1,2-dihydropyridin-3-yl)ureido)propanoat